N-fluoro-N-(4-methylpentyl)benzenesulfonamide FN(S(=O)(=O)C1=CC=CC=C1)CCCC(C)C